C(=O)(OC(C)(C)C)NCCN Boc-Ethylendiamin